N-(cyclopropylmethyl)-1-(2-pyrimidin-2-yl-1,2,4-triazol-3-yl)ethylamine C1(CC1)CNC(C)C=1N(N=CN1)C1=NC=CC=N1